4-((4-carboxyphenyl)azo)-3-hydroxy-N-(2-methoxyphenyl)naphthalene-2-carboxamide C(=O)(O)C1=CC=C(C=C1)N=NC1=C(C(=CC2=CC=CC=C12)C(=O)NC1=C(C=CC=C1)OC)O